CC(CC)OC(C)CC 2-Butylether